C(C)(C)(C)OC(=O)N1CCN(CC1)CCOC1=CC=C(C=C1)OC1=C(C=CC2=CC(=CC=C12)O)C1=CC=C(C=C1)S(=O)(=O)C 4-(2-(4-((6-hydroxy-2-(4-(methylsulfonyl)phenyl)naphthalene-1-yl)oxy)phenoxy)ethyl)piperazine-1-carboxylic acid tert-butyl ester